4-((3aS,7aR)-7a-fluoro-1-oxooctahydro-2H-pyrrolo[3,4-c]pyridin-2-yl)-2-methoxybenzoic acid F[C@@]12[C@@H](CNCC1)CN(C2=O)C2=CC(=C(C(=O)O)C=C2)OC